1-(2-methylpropyl)-N2-propyl-1H-imidazo[4,5-c]quinoline-2,4-diamine CC(CN1C(=NC=2C(=NC=3C=CC=CC3C21)N)NCCC)C